NC1=C2C(=NC=N1)N(N=C2C2=C(C=C(C=C2)OC2=CC=CC=C2)F)C[C@H]2N(CCC2)C(=O)C(C#N)=CC2CC2 (S)-2-(2-((4-amino-3-(2-fluoro-4-phenoxyphenyl)-1H-pyrazolo[3,4-d]pyrimidin-1-yl)methyl)pyrrolidine-1-carbonyl)-3-cyclopropylacrylonitrile